(Z)-((2S,3R,4R)-4-(4-methylbenzyl)-2-(3,4,5-trimethoxyphenyl)tetrahydrofuran-3-yl)methyl-2-methylbut-2-enoate CC1=CC=C(C[C@@H]2[C@@H]([C@H](OC2)C2=CC(=C(C(=C2)OC)OC)OC)COC(\C(=C/C)\C)=O)C=C1